tert-butyl 4-(4-(pyridin-2-yloxy)phenyl)piperidine-1-carboxylate N1=C(C=CC=C1)OC1=CC=C(C=C1)C1CCN(CC1)C(=O)OC(C)(C)C